C(C(C)C)N1CCC(CC1)C1=CC2=C(N=CC=3C=CC(=CC23)C=2C=NNC2)N1 2-(1-isobutylpiperidin-4-yl)-8-(1H-pyrazol-4-yl)-3H-pyrrolo[2,3-c]isoquinoline